C(C)(=O)N1C(CCC1)CCC(=O)N1[C@@H](C[C@H](C1)F)C(=O)N[C@H](C1=CC=C(C=C1)C(C)C)C1=CC=CC=C1 (2S,4R)-1-[3-(1-acetylpyrrolidin-2-yl)propanoyl]-4-fluoro-N-[(S)-phenyl[4-(propan-2-yl)phenyl]methyl]pyrrolidine-2-carboxamide